FC1(CCN(CC1)C(=O)C1=CC2=C(C(C(CO2)C)=O)C=C1)F 7-(4,4-difluoropiperidine-1-carbonyl)-3-methyl-2,3-dihydro-1-benzopyran-4-one